6-fluoro-7-(2-fluoro-6-methoxyphenyl)-4-hydroxy-1-(2-isopropyl-4-methylpyridin-3-yl)-3-nitro-1,8-naphthyridin-2(1H)-one FC=1C=C2C(=C(C(N(C2=NC1C1=C(C=CC=C1OC)F)C=1C(=NC=CC1C)C(C)C)=O)[N+](=O)[O-])O